3,4,5-trimethylpiperazin-1-sulfonamid CC1CN(CC(N1C)C)S(=O)(=O)N